benzothiophene 1,1-dioxide S1(C=CC2=C1C=CC=C2)(=O)=O